ClC1=CC=C(C=C1)N1N=CC(=C1C)C(=O)NC1=CC(=C(C=C1)N1CCC(CC1)N1CCOCC1)C#N 1-(4-chlorophenyl)-N-{3-cyano-4-[4-(morpholin-4-yl)piperidin-1-yl]phenyl}-5-methyl-1H-pyrazole-4-carboxamide